disuccinimidyl citrate carbonate C(O)(O)=O.C(CC(O)(C(=O)O)CC(=O)ON1C(CCC1=O)=O)(=O)ON1C(CCC1=O)=O